FC1=C(C=CC=C1C(F)(F)F)B1OC(C(O1)(C)C)(C)C 2-[2-fluoro-3-(trifluoromethyl)phenyl]-4,4,5,5-tetramethyl-1,3,2-dioxaborolane